(S)-(+)-Glycerol OCC(O)CO